C(C)(C)(C)OC(=O)N(C(OC(C)(C)C)=O)C1=NC=CC(=C1F)C1=C(C=2C(NCCC2N1)=O)NC1=C(C(=CC=C1)Cl)OC tert-butyl N-(tert-butoxycarbonyl)-N-(4-[3-[(3-chloro-2-methoxyphenyl)amino]-4-oxo-1H,5H,6H,7H-pyrrolo[3,2-c]pyridin-2-yl]-3-fluoropyridin-2-yl)carbamate